C(C)(C)(C)OC(N[C@@H]1C(N(C2=C(C=CC=C2)C2(CC2)C1)C)=O)=O N-[(3S)-1-methyl-2-oxo-1,2,3,4-tetrahydrospiro[1-benzazepine-5,1-cyclopropane]-3-yl]carbamic acid tert-butyl ester